CC1CC(C2=C(NC1=O)C=CC(=C2)Br)O 3-methyl-5-hydroxy-7-bromo-1,3,4,5-tetrahydro-2H-benzo[b]azepin-2-one